C(C)(=O)OC1CC2C3CCC4CC(CCC4C3CCC2C1)NC(=O)NCCN1C(CNCC1)=O 3-(3-(2-(2-oxopiperazin-1-yl)ethyl)ureido)hexadecahydro-1H-cyclopenta[a]phenanthren-16-yl acetate